C(C)(C)C(C(=O)O)P(=O)(OC)OC.C(C)(C)OC(CP(=O)(OOC)OOC)=O dimethoxyphosphonoacetic acid isopropyl ester [isopropyl (dimethylphosphono) acetate]